CNS(=O)(=O)C1=CC=C(C=C1)NCC N-methyl-4-(ethylamino)benzenesulfonamide